((5-(4-fluorophenyl)-6-isopropyl-1H-pyrazolo[4,3-g]isoquinolin-8-yl)imino)(methyl)(m-tolyl)-λ6-sulfanone FC1=CC=C(C=C1)C1=C(N=C(C2=CC3=C(C=C12)C=NN3)N=S(=O)(C=3C=C(C=CC3)C)C)C(C)C